NC=1N=NC(=C(N1)N1CCOCC1)C(=O)OCC ethyl 3-amino-5-morpholino-1,2,4-triazine-6-carboxylate